C(#N)C=1N=CC(=NC1)[C@H](C)N[S@](=O)C(C)(C)C (R)-N-((S)-1-(5-cyanopyrazin-2-yl)ethyl)-2-methylpropane-2-sulfinamide